FC1=C2C[C@@H](NCC2=CC(=C1N1CC(NS1(=O)=O)=O)O)C 5-[(3S)-5-fluoro-7-hydroxy-3-methyl-1,2,3,4-tetrahydroisoquinolin-6-yl]-1λ6,2,5-thiadiazolidine-1,1,3-trione